5-(Azetidin-1-yl)pyrazolo[1,5-a]pyrimidine-3-carboxylic acid N1(CCC1)C1=NC=2N(C=C1)N=CC2C(=O)O